OCC1COC2=C(O1)C=CC=C2N2CCNCC2 2-(hydroxymethyl)-5-(piperazin-1-yl)-2,3-dihydro-1,4-benzodioxine